tert-amylaminotri(diethylamino)tantalum C(C)(C)(CC)N[Ta](N(CC)CC)(N(CC)CC)N(CC)CC